(4R)-4-(tert-butoxycarbonylamino)-5-(3-(5-(2,5-dioxo-2,5-dihydro-1H-pyrrol-1-yl)valerylamino)-4-(phosphonooxy)phenyl)-2-methylpentanoic acid C(C)(C)(C)OC(=O)N[C@H](CC(C(=O)O)C)CC1=CC(=C(C=C1)OP(=O)(O)O)NC(CCCCN1C(C=CC1=O)=O)=O